BrCCCCC1OC1 2-(4-bromobutyl)-oxirane